BrC1=CC=C(C=C1)C(C(F)(F)F)N(C(=O)C1CCC(CC1)N1C(C2=CC=CC=C2C1=O)=O)C N-(1-(4-bromophenyl)-2,2,2-trifluoroethyl)-4-(1,3-dioxoisoindolin-2-yl)-N-methylcyclohexane-1-carboxamide